FC1=C(NC2=NC=NC3=CC=C(C=C23)[C@@H]2CN(CC2)C(=O)OC(C)(C)C)C=CC=C1C#C[Si](C)(C)C tert-butyl (3R)-3-[4-[2-fluoro-3-(2-trimethylsilylethynyl)anilino]quinazolin-6-yl]pyrrolidine-1-carboxylate